(S)-3-amino-2-(4-(hydroxymethyl)phenyl)-N-(isoquinolin-6-yl)propanamide NC[C@@H](C(=O)NC=1C=C2C=CN=CC2=CC1)C1=CC=C(C=C1)CO